3-(2-Chloro-5-fluorophenyl)-2-(4-methoxybenzyl)-1-oxo-1,2,3,6,7,8-hexahydropyrrolo[3,4-e]indole-4-carboxylic acid ClC1=C(C=C(C=C1)F)C1N(C(C=2C=3CCNC3C=C(C21)C(=O)O)=O)CC2=CC=C(C=C2)OC